[(1S,2S)-2-[4-fluoro-2-(trifluoro-methyl)phenyl]-1-methyl-propyl] (2S)-2-[(3-hydroxy-4-methoxy-pyridine-2-carbonyl)amino]-propanoate OC=1C(=NC=CC1OC)C(=O)N[C@H](C(=O)O[C@H]([C@@H](C)C1=C(C=C(C=C1)F)C(F)(F)F)C)C